4-oxo-4-(1'-phenyl-5-(4-(piperazin-1-yl)phenyl)-3'-(p-tolyl)-3,4-dihydro-1'H,2H-[3,4'-bipyrazol]-2-yl)butanoic acid O=C(CCC(=O)O)N1N=C(CC1C=1C(=NN(C1)C1=CC=CC=C1)C1=CC=C(C=C1)C)C1=CC=C(C=C1)N1CCNCC1